C(C)(C)(C)OC(=O)N1CCC12CN(C2)C2=NC=C(C(=C2)OC2=C(C=C(C=C2)N2N=CN(C2=O)CC2=C(C=CC=C2F)F)F)Cl 6-(5-chloro-4-(4-(4-(2,6-difluorobenzyl)-5-oxo-4,5-dihydro-1H-1,2,4-triazol-1-yl)-2-fluorophenoxy)pyridin-2-yl)-1,6-diazaspiro[3.3]heptane-1-carboxylic acid tert-butyl ester